CC1=C(C=CC(=C1)C)C1=C(C=CC=C1)O 2-(2,4-dimethylphenyl)phenol